ONC(=N)C=1C2=C(SC1)C=C(C=C2)NC(=O)[C@H]2N([C@H]1C[C@]1(C2)C)C(CNC(C2=CC=C(C=C2)OC2=CC=CC=C2)=O)=O (1S,3S,5S)-N-(3-(N-hydroxycarbamimidoyl)benzo[b]thiophen-6-yl)-5-methyl-2-((4-phenoxybenzoyl)glycyl)-2-azabicyclo[3.1.0]hexane-3-carboxamide